S(=O)(O)O.C1(C=CO1)=O propenolactone sulfite